R-(2Z)-2-[2-fluoro-4-methyl-5-(2,2,2-trifluoroethylsulfinyl)phenyl]imino-3-(2,2,2-trifluoroethyl)thiazolidin-4-one FC1=C(C=C(C(=C1)C)[S@](=O)CC(F)(F)F)\N=C\1/SCC(N1CC(F)(F)F)=O